butane-1,2,4-tricarboxylic acid tetrasodium salt [Na+].[Na+].[Na+].[Na+].C(C(CCC(=O)[O-])C(=O)[O-])C(=O)[O-]